[Ce].[W] tungsten-cerium